diglucose monocaprylate C(CCCCCCC)(=O)O.O=C[C@H](O)[C@@H](O)[C@H](O)[C@H](O)CO.O=C[C@H](O)[C@@H](O)[C@H](O)[C@H](O)CO